C[C@H]1[C@@H]([C@H]([C@H]([C@@H](O1)O[C@H]2[C@@H]([C@H](O[C@H]([C@@H]2O)OCCCN)CO)O)O)O[C@H]3[C@H]([C@H]([C@@H]([C@H](O3)CO)O)O[C@H]4[C@H]([C@H]([C@@H]([C@H](O4)CO)O)O[C@H]5[C@@H]([C@H]([C@@H]([C@H](O5)CO)O)O)O)O[C@@H]6[C@H]([C@H]([C@@H]([C@H](O6)CO)O)O)O)O)O The molecule is a hexasaccharide derivative consisting of a D-glucosyl residue beta-linked to a 3-aminopropyloxy group and which carries at O-3 a beta-D-glucosyl-(1->3)-[alpha-D-mannosyl-(1->2)]-beta-D-mannosyl-(1->3)-beta-D-mannosyl-(1->3)-alpha-L-rhamnosyl branched pentasaccharide unit. It contains a beta-D-Glcp-(1->3)-[alpha-D-Manp-(1->2)]-beta-D-Manp-(1->3)-beta-D-Manp-(1->3)-alpha-L-Rhap-(1->3)-beta-D-Glcp-yl group.